4-[2-chloro-6-fluoro-4-(6-isopropylsulfanyl-pyridin-2-yl)-phenoxy]-butyric acid ClC1=C(OCCCC(=O)O)C(=CC(=C1)C1=NC(=CC=C1)SC(C)C)F